ClC1=C(C2=C(N=C(S2)N=NC2=CC=C(C=C2)CCNCCC(=O)O)C=C1)Cl 3-[[4-[[6,7-dichloro-2-benzothiazolyl]azo]phenyl]ethylamino]-propionic acid